C1(CC1)C=1N=C(C2=C(N1)CN(CC2)C(=O)OC(C)(C)C)OC tert-Butyl 2-cyclopropyl-4-methoxy-5,6-dihydropyrido[3,4-d]pyrimidine-7(8H)-carboxylate